C1(=CC(=CC=C1)C1=C(C(=NC(=C1C#N)N(C(C)C)C(C)C)N)C#N)C1=CC=CC=C1 4-([1,1'-biphenyl]-3-yl)-2-amino-6-(diisopropylamino)pyridine-3,5-dicarbonitrile